[(2-methylcyclohexyl)carbamoyl]oxyl-3-(1H-pyrazol-1-yl)propanoate CC1C(CCCC1)NC(=O)OC(C(=O)[O-])CN1N=CC=C1